1,4-bis[(1E,3E,7E)-4,8,12-trimethyltrideca-1,3,7,11-tetraenyl]benzene C\C(=C/C=C/C1=CC=C(C=C1)\C=C\C=C(\CC\C=C(\CCC=C(C)C)/C)/C)\CC\C=C(\CCC=C(C)C)/C